O1COC2=C1C=CC(=C2)CN2CCC(CC2)C=2NN=C(N2)CC2=CC(=CC=C2)F 1-Benzo[1,3]dioxol-5-ylmethyl-4-[5-(3-fluoro-benzyl)-2H-[1,2,4]triazol-3-yl]-piperidine